4-(4-chlorophenyl)-1-(methylsulfonyl)-1H-1,2,3-triazole ClC1=CC=C(C=C1)C=1N=NN(C1)S(=O)(=O)C